3-oxo-2,3-dihydro-1H-pyrazole-4-carboxylic acid ethyl ester C(C)OC(=O)C=1C(NNC1)=O